C(C=C)(=O)O.C(CCC)C=CC1=CC=CC=C1 butyl-styrene acrylate